C(C)N(S(=O)(=O)C1=CC=C(C=C1)S(=O)(=O)N1C[C@@H](CCC1)C(=O)NC1CN(C1)C(=O)OC(C)(C)C)CC tert-butyl (R)-3-(1-((4-(N,N-diethylsulfamoyl)phenyl)sulfonyl) piperidine-3-carboxamido)azetidine-1-carboxylate